[N+](=O)([O-])C1=C(C(C23CC4CC(CC(C2)C4)C3)O)C=CC=C1 2-nitro-α-adamantyl-benzyl alcohol